C(C)[C@]1(CC[C@@H]2[C@H]3CC[C@@]4([C@H](CC[C@H]4[C@@H]3CC[C@H]2C1)[C@@](CN1N=CC(=C1)C#N)(C)O)C)O 1-((R)-2-((3R,5S,8R,9R,10S,13S,14S,17S)-3-ethyl-3-hydroxy-13-methylhexadecahydro-1H-cyclopenta[a]phenanthren-17-yl)-2-hydroxypropyl)-1H-pyrazole-4-carbonitrile